4-[trans-(4-aminocyclohexyl)amino]-N'-(2-chloro-5-fluoro-phenyl)-6-(6-methoxy-2-methyl-3-pyridyl)pyrrolo[1,2-b]pyridazine-3-carboxamidine N[C@@H]1CC[C@H](CC1)NC=1C=2N(N=CC1C(=NC1=C(C=CC(=C1)F)Cl)N)C=C(C2)C=2C(=NC(=CC2)OC)C